BrC=1C=C2C(=C(NC(C2=CC1)=O)C1=CC=CC=C1)C1=CC=CC=C1 6-bromo-3,4-diphenylisoquinolin-1(2H)-one